N[C@@H](CC(=O)O)CN1N=C(N=N1)C1=CC=C(C=C1)OC1=NC=C(C=C1F)Cl (S)-3-amino-4-(5-(4-((5-chloro-3-fluoropyridin-2-yl)oxy)phenyl)-2H-tetrazol-2-yl)butanoic acid